phosphoric acid dicyclopentanyl ester C1(CCCC1)OP(OC1CCCC1)(O)=O